CC=1N=C2CN(CC2=C2CCCC12)C(=O)[C@H]1CN(CC1)C1=CC(=NC=C1)C(F)(F)F (5-Methyl-3,6,7,8-tetrahydro-1H-2,4-diaza-as-indacen-2-yl)-[1-(2-trifluoromethyl-pyridin-4-yl)-pyrrolidin-3(R)-yl]-methanone